5-amino-2-(4-aminophenyl)benzimidazole NC1=CC2=C(N=C(N2)C2=CC=C(C=C2)N)C=C1